FC1=CC=C(C=C1)NC(=O)C1(CC1)C(=O)NC1=CC=C(OC2=CC=NC3=CC(=CC=C23)NC(OC)=O)C=C1 methyl N-[4-[4-[[1-[(4-fluorophenyl)carbamoyl]cyclopropanecarbonyl]amino]phenoxy]quinolin-7-yl]carbamate